tert-Butyl 3-iodo-1H-pyrrolo[2,3-c]pyridine-1-carboxylate IC1=CN(C2=CN=CC=C21)C(=O)OC(C)(C)C